COC(C1=C(C=C(C=C1)[N+](=O)[O-])C(=C)OCCCC)=O 2-(1-Butoxyvinyl)-4-nitrobenzoic acid methyl ester